(2S)-N-(1-cyclobutyl-6-(1-hydroxyethyl)-1H-benzo[d]imidazol-2-yl)-2,3-dimethylbutanamide C1(CCC1)N1C(=NC2=C1C=C(C=C2)C(C)O)NC([C@H](C(C)C)C)=O